[4-Fluoro-3-(6-fluoro-7-morpholin-4-yl-quinazolin-4-yl)-phenyl]-(3-methyl-pyrazin-2-yl)-methanol FC1=C(C=C(C=C1)C(O)C1=NC=CN=C1C)C1=NC=NC2=CC(=C(C=C12)F)N1CCOCC1